ClC1=C(OCC(=O)[O-])C=CC(=C1)Cl.C[NH3+] methylammonium (2,4-dichlorophenoxy)acetate